BrC=1C=C(C(=O)OCC=C)C=CC1N(/N=C(/C(=O)OC)\C)C allyl (E)-3-bromo-4-(2-(1-methoxy-1-oxopropan-2-ylidene)-1-methylhydrazinyl)benzoate